C1(CCCC1)COC1=CC=C(C=C1)C=1N=NNC1 4-(4-(cyclopentylmethoxy)phenyl)-1H-1,2,3-triazole